6-chloro-3-(((R)-1-(2-(5-fluoroisoindolin-2-yl)-3,6-dimethyl-4-oxo-3,4-dihydroquinazolin-8-yl)ethyl)amino)-N-(((1r,3R)-3-methoxycyclobutyl)sulfonyl)picolinamide ClC1=CC=C(C(=N1)C(=O)NS(=O)(=O)C1CC(C1)OC)N[C@H](C)C=1C=C(C=C2C(N(C(=NC12)N1CC2=CC=C(C=C2C1)F)C)=O)C